3-Ethyl-3-methylheptene C(C)C(C=C)(CCCC)C